2-(4-bromophenyl)-1-(2-methoxyethyl)-4-(trifluoromethyl)-1H-imidazole BrC1=CC=C(C=C1)C=1N(C=C(N1)C(F)(F)F)CCOC